(1-(5-chloro-2-((5-cyclopropyl-2-methyl-1,2,3,4-tetrahydroisoquinolin-7-yl)amino)pyrimidin-4-yl)-3-methylindol-3-yl)acetic acid ClC=1C(=NC(=NC1)NC1=CC(=C2CCN(CC2=C1)C)C1CC1)N1CC(C2=CC=CC=C12)(C)CC(=O)O